BrC=1C=C2CC(C(N(C2=CC1)C)=O)N1CCN(CC1)C 6-bromo-1-methyl-3-(4-methylpiperazin-1-yl)-3,4-dihydroquinolin-2(1H)-one